N-(5-chloro-6-(2H-1,2,3-triazol-2-yl)pyridin-3-yl)-1-(2-(difluoromethyl)thieno[2,3-c]pyridin-4-yl)-5-(trifluoromethyl)-1H-pyrazole-4-carboxamide ClC=1C=C(C=NC1N1N=CC=N1)NC(=O)C=1C=NN(C1C(F)(F)F)C1=C2C(=CN=C1)SC(=C2)C(F)F